I.S1C(=CC=C1)CN Thiophene-2-methylamine hydroiodide